C(C)(C)(C)C1=C(C=CC(=C1)C(C)(C)C)C1=NNC(C2=CC=CC=C12)=O 4-(2,4-di-tert-butylphenyl)-2,3-naphthyridin-1-one